(E)-N-(1-(5-(5-fluoro-2-methoxyphenethyl)-3-(1-(isopropoxyimino)ethyl)-6-oxopyridazin-1(6H)-yl)-3-methylbutan-2-yl)isobutyramide FC=1C=CC(=C(CCC2=CC(=NN(C2=O)CC(C(C)C)NC(C(C)C)=O)/C(/C)=N/OC(C)C)C1)OC